NC1=CC=CC(=N1)S(=O)(=O)NC(=O)C=1C(=NC(=CC1)C1CCC(CC1)C(F)(F)F)OC1=C(C=C(C=C1C)C)C N-[(6-Amino-2-pyridyl)sulfonyl]-6-[4-(trifluoromethyl)cyclohexyl]-2-(2,4,6-trimethylphenoxy)pyridin-3-carboxamid